C(C)(C)(C)OC(=O)N1C(C(CC1)F)CCCCCC1=NC2=NC=CC=C2C=C1 (5-(1,8-naphthyridin-2-yl)pentyl)-3-fluoropyrrolidine-1-carboxylic acid tert-butyl ester